[Br].C(#N)N=[SH2] N-cyanosulfilimine compound with bromine